(Z)-7-Tetradecenylacetat C(CCCCC\C=C/CCCCCC)CC(=O)[O-]